C1(CCCCC1)C1=C(C=C(CO\N=C(/C)\C2=CC=C(CN3CC(CC3)C(=O)O)C=C2)C=C1)C(F)(F)F (E)-1-(4-(1-((4-cyclohexyl-3-(trifluoromethyl)benzyloxy)imino)ethyl)benzyl)pyrrolidine-3-carboxylic acid